C(C(=C)C)(=O)OCC(F)(F)F 2,2,2-Trifluoroethyl methacrylate